[Cd].[Cu] copper-cadmium